CC=1C=C(C2=C(N=C(S2)NC(=O)C2C3CC4CC(CC2C4)C3)C1)C N-(5,7-dimethyl-1,3-benzothiazol-2-yl)adamantane-2-carboxamide